lauric acid methacrylate C(C(=C)C)(=O)O.C(CCCCCCCCCCC)(=O)O